carbanylamide C[NH-]